2-(4-chlorobenzyl)-4H-benzopyran-4-one ClC1=CC=C(CC=2OC3=C(C(C2)=O)C=CC=C3)C=C1